BrC1=C(C=C2CN(C(C2=C1)=O)C1C(NC(CC1)=O)=O)C(=O)O 6-bromo-2-(2,6-dioxopiperidin-3-yl)-1-oxoisoindoline-5-carboxylic acid